C(C)(=O)OCCCCCCCCCCCCCC\C=C/CCC (Z)-nonadeca-15-en-1-yl acetate